mellitic acid tributyl ester C(CCC)OC(C1=C(C(=O)O)C(C(=O)O)=C(C(=O)O)C(C(=O)OCCCC)=C1C(=O)OCCCC)=O